BrC1=C(C(=C(C(=C1F)Br)F)Br)F 1,3,5-tribromo-2,4,6-trifluorobenzene